2-Hydroxy-N-[2-[(E)-3-(4-hydroxyphenyl)prop-2-enoyl]phenyl]benzenesulfonamide OC1=C(C=CC=C1)S(=O)(=O)NC1=C(C=CC=C1)C(\C=C\C1=CC=C(C=C1)O)=O